1-acetyl-5-hydroxy-N-(3-(1-methyl-1H-indazol-5-yl)phenyl)-1H-indole-3-carboxamide C(C)(=O)N1C=C(C2=CC(=CC=C12)O)C(=O)NC1=CC(=CC=C1)C=1C=C2C=NN(C2=CC1)C